2-(3-aminopropylthio)ethylidenediphosphonic acid NCCCSCC(P(O)(O)=O)P(O)(O)=O